3-(2-chloro-5-((1-(2,2-difluoroethyl)-1H-pyrazol-4-yl)ethynyl)pyridin-4-yl)-9-methyl-3,9-diazaspiro[5.5]undecane ClC1=NC=C(C(=C1)N1CCC2(CC1)CCN(CC2)C)C#CC=2C=NN(C2)CC(F)F